(E)-2-(4-(2-(5-cyclopropyl-3-(3,5-dichloropyridin-4-yl)isoxazol-4-yl)vinyl)bicyclo[2.2.2]octan-1-yl)thiazol C1(CC1)C1=C(C(=NO1)C1=C(C=NC=C1Cl)Cl)/C=C/C12CCC(CC1)(CC2)C=2SC=CN2